1-cyclobutyl-4-fluoro-3-iodopyrazolo[3,4-d]pyrimidin-6-amine C1(CCC1)N1N=C(C=2C1=NC(=NC2F)N)I